methyl cis-2-((4'-(difluoromethyl)biphenyl-3-yl)methyl)-3-((methylsulfonyl)amino)piperidine-1-carboxylate FC(C1=CC=C(C=C1)C1=CC(=CC=C1)C[C@@H]1N(CCC[C@@H]1NS(=O)(=O)C)C(=O)OC)F